ClC1=NC=2C(=NC=CC2)N1 chloro-3H-imidazo[4,5-b]Pyridine